tertiary butyl peroxyneodecanoate C(CCCCCC(C)(C)C)(=O)OOC(C)(C)C